NC1=CC=C(C(=C1CO)F)OC (6-amino-2-fluoro-3-methoxy-phenyl)-methanol